2-hydroxyethoxy-3-({[(2-methylpyridin-4-yl)methyl][(3S)-1-(pyrazin-2-yl)piperidin-3-yl]amino}methyl)-1,4-dihydroquinolin-4-one hydrochloride Cl.OCCON1C=C(C(C2=CC=CC=C12)=O)CN([C@@H]1CN(CCC1)C1=NC=CN=C1)CC1=CC(=NC=C1)C